N-(2-(3-(cyclopropylethynyl)benzyl)-1-isobutyrylpyrrolidin-3-yl)ethanesulfonamide C1(CC1)C#CC=1C=C(CC2N(CCC2NS(=O)(=O)CC)C(C(C)C)=O)C=CC1